O=C1CCC2CCC(CN12)C(=O)N 3-oxooctahydroindolizine-6-carboxamide